C(C1=CC=NC=C1)(=O)N1CCC(=CC1)C1=C2C(=NC=C1)NC=C2 4-(1-isonicotinoyl-1,2,3,6-tetrahydropyridin-4-yl)-1H-pyrrolo[2,3-b]pyridin